C(C)OC(=O)C1CC12C(CNCC2)C C4-methyl-6-azaspiro[2.5]octane-1-carboxylic acid ethyl ester